C1(=CC=CC=C1)C(C)(C)S(=O)(=O)C1(CC1)C(=O)OCC ethyl 1-((2-phenylpropan-2-yl)sulfonyl)cyclopropane-1-carboxylate